butanediol citrate C(CC(O)(C(=O)O)CC(=O)O)(=O)O.C(CCC)(O)O